[5-(trifluoromethyl)-2-[2-(trifluoromethyl)pyrimidin-5-yl]-4-pyridinyl]methylamine hydrochloride Cl.FC(C=1C(=CC(=NC1)C=1C=NC(=NC1)C(F)(F)F)CN)(F)F